9-(4-tert-butylphenyl)-6-(2,6-dimethyl-phenyl)-2,2-dioxo-2λ6-thia-3,5,12,19-tetrazatricyclo[12.3.1.14,8]nonadeca-1(18),4(19),5,7,14,16-hexaen-13-one C(C)(C)(C)C1=CC=C(C=C1)C1C2=CC(=NC(NS(C=3C=CC=C(C(NCC1)=O)C3)(=O)=O)=N2)C2=C(C=CC=C2C)C